N1C=NC(=C1)CCCN1C(=NN=C1CC1=CC(=C(C=C1)Cl)Cl)CCC1=CN(C2=CC=CC=C12)C 3-(2-(4-(3-(1H-Imidazol-4-yl)propyl)-5-(3,4-dichlorobenzyl)-4H-1,2,4-triazol-3-yl)ethyl)-1-methyl-1H-indole